CN(CC(=O)N1CCC(=CC1)C1=C2C(=NC(=C1)NC(=O)C1CC1)NC=C2)C N-(4-(1-(dimethylglycyl)-1,2,3,6-tetrahydropyridin-4-yl)-1H-pyrrolo[2,3-b]pyridin-6-yl)cyclopropylcarboxamide